4,5-dihydro-1,2-oxazol-5-carboxylat O1N=CCC1C(=O)[O-]